ClC1=CC=CC(=N1)C(=O)NC1=CC(=NC=C1)C 6-Chloro-N-(2-methylpyridin-4-yl)pyridine-2-carboxamide